NC1=CC(=NC=N1)NC1=CC2=C(C=N1)C=NN2C2=C(C=C(C#N)C=C2F)Cl 4-(6-((6-aminopyrimidin-4-yl)amino)-1H-pyrazolo[4,3-c]pyridin-1-yl)-3-chloro-5-fluorobenzonitrile